spiro[3.3]heptan-2-ylcarboxylic acid C1C(CC12CCC2)C(=O)O